BrCC(=O)NC1=C(C=C(C(=C1)F)C=O)C 2-bromo-N-(5-fluoro-4-formyl-2-methylphenyl)acetamide